1-[4-(2,3-dimethylphenyl)piperazin-1-yl]-2-{3-[6-(hydroxymethyl)-3-azabicyclo[3.1.0]hexane-3-carbonyl]-5,6-dihydrocyclopenta[c]pyrazol-1(4H)-yl}ethan-1-one CC1=C(C=CC=C1C)N1CCN(CC1)C(CN1N=C(C2=C1CCC2)C(=O)N2CC1C(C1C2)CO)=O